ClC1=NC(=NC(=C1)Cl)O[C@H]1C[C@H](N(C1)C(=O)OC(C)(C)C)C(=O)OC O1-tert-butyl O2-methyl (2S,4S)-4-(4,6-dichloropyrimidin-2-yl)oxypyrrolidine-1,2-dicarboxylate